5-(1,4-dihydroisoquinolin-3-yl)benzo[d]thiazole C1N=C(CC2=CC=CC=C12)C=1C=CC2=C(N=CS2)C1